N-((S)-1,1-dicyclopropyl-3-((2-fluoro-4-((S)-1-(methyl(2,2,2-trifluoroethyl)amino)-1-oxopropan-2-yl)phenyl)amino)-3-oxopropan-2-yl)-2-ethylnicotinamide C1(CC1)C([C@@H](C(=O)NC1=C(C=C(C=C1)[C@@H](C(=O)N(CC(F)(F)F)C)C)F)NC(C1=C(N=CC=C1)CC)=O)C1CC1